COC=1C(=C2C=CN(C2=C(C1)C)S(=O)(=O)C1=CC=C(C)C=C1)CN1C(CN(CC1)C)C1=CC=C2C(NNC2=C1)=O 6-(1-((5-methoxy-7-methyl-1-tosyl-1H-indol-4-yl)methyl)-4-methylpiperazin-2-yl)-1,2-dihydro-3H-indazol-3-one